N[C@@H]1C[C@H](N(CC1)C(=O)OC(C)(C)C)C(NCCCCC1=C2C=C(C=NC2=CC=C1OCC1=CC=CC=C1)Br)=O tert-Butyl (2S,4S)-4-amino-2-((4-(6-(benzyloxy)-3-bromoquinolin-5-yl)butyl)carbamoyl)piperidine-1-carboxylate